1-[[(2R,4S)-4-[tert-butyl(dimethyl)silyl]oxytetrahydrofuran-2-yl]methyl-(1-methylpyrazol-4-yl)sulfamoyl]-3-(1,2,3,5,6,7-hexahydro-s-indacen-4-yl)urea [Si](C)(C)(C(C)(C)C)O[C@H]1C[C@@H](OC1)CN(S(=O)(=O)NC(=O)NC1=C2CCCC2=CC=2CCCC12)C=1C=NN(C1)C